tert-butyl N-[2-[3-[tert-butyl(dimethyl)silyl]oxy-3-methyl-butyl]-6-(trideuteriomethoxy)pyrazolo[1,5-a]pyridin-5-yl]carbamate [Si](C)(C)(C(C)(C)C)OC(CCC1=NN2C(C=C(C(=C2)OC([2H])([2H])[2H])NC(OC(C)(C)C)=O)=C1)(C)C